2-Ethylsulfanyl-N-[(3-fluorophenyl)-methyl]-6-[(2S)-2-(hydroxymethyl)-morpholin-4-yl]-4-methyl-pyridine-3-carboxylic acid amide C(C)SC1=NC(=CC(=C1C(=O)NCC1=CC(=CC=C1)F)C)N1C[C@H](OCC1)CO